(1s,4s,6r)-6-methoxy-1-methyl-2-azaspiro[3.3]heptane-2-thiocarboxylic acid-O-tert-butyl ester C(C)(C)(C)OC(=S)N1[C@H](C2(C1)CC(C2)OC)C